(Rac)-(4-amino-1,3-dihydrofuro[3,4-c][1,7]naphthyridin-8-yl)((3R,4aS,10bR)-3-methyl-8-(trifluoromethyl)-3,4,4a,5,6,10b-hexahydrobenzo[h]quinolin-1(2H)-yl)methanone NC1=NC=2C=NC(=CC2C2=C1COC2)C(=O)N2C[C@@H](C[C@@H]1CCC3=C([C@H]21)C=CC(=C3)C(F)(F)F)C |r|